C12=CC(=CC=C2CC1)N1C(=NN=C1)C1=CC=CC(=N1)N1CC=2C(=NC(=CC2C1=O)N(C)C(C)C)COC(NC)=O ((2-(6-(4-(bicyclo[4.2.0]octa-1,3,5-trien-3-yl)-4H-1,2,4-triazol-3-yl)pyridin-2-yl)-6-(isopropyl(methyl)amino)-1-oxo-2,3-dihydro-1H-pyrrolo[3,4-c]pyridin-4-yl)methyl)(methyl)carbamate